COC(CCCCC(=O)OC)=O adipic acid dimethyl ester